C1(CC1)NC(C1=C(C=C(C=C1OC)C1=CN=C2N1C=CC(=C2)OCC2(CNC2)C)OC(F)F)=O N-cyclopropyl-2-(difluoromethoxy)-6-methoxy-4-[7-[(3-methylazetidin-3-yl)methoxy]imidazo[1,2-a]pyridin-3-yl]benzamide